(S)-1-(1-(3-chloro-4-fluorophenyl)-2-hydroxyethyl)-4-(3-(1-methyl-1H-pyrazol-4-yl)-1H-pyrazolo[3,4-b]pyridin-5-yl)pyridin-2(1H)-one ClC=1C=C(C=CC1F)[C@@H](CO)N1C(C=C(C=C1)C=1C=C2C(=NC1)NN=C2C=2C=NN(C2)C)=O